C1(=CC=CC=C1)C=1N=C(N=NC1C1=CC=CC=C1)SC(C(=O)NC)C 2-[(5,6-diphenyl-1,2,4-triazin-3-yl)sulfanyl]-N-methylpropanamide